NC1=CC=NC=2N1N=C(C2)C=2OC=CC2 7-amino-2-(furan-2-yl)pyrazolo[1,5-a]pyrimidin